4-[2-(4-chloro-3-fluorophenoxy)acetamido]-N-[(5-chloropyridin-2-yl)methyl]-2-oxabicyclo[2.2.2]octane-1-carboxamide ClC1=C(C=C(OCC(=O)NC23COC(CC2)(CC3)C(=O)NCC3=NC=C(C=C3)Cl)C=C1)F